C(C)(=O)N[C@@H](CSSCC1=C(C=C(C=C1C)C)C)C(=O)O N-acetyl-S-((2,4,6-trimethylbenzyl)thio)-L-cysteine